pyridin-3-ylmethyl(2-chloro-4-((5-fluoro-2-(pyrrolidin-1-yl)benzamido)methyl)phenyl)carbamate N1=CC(=CC=C1)COC(NC1=C(C=C(C=C1)CNC(C1=C(C=CC(=C1)F)N1CCCC1)=O)Cl)=O